2',6'-Dichloro-3-(4-methyl-5-thioxo-4,5-dihydro-1H-1,2,4-triazol-3-yl)-[2,4'-bipyridine]-5-carbonitrile ClC1=NC(=CC(=C1)C1=NC=C(C=C1C1=NNC(N1C)=S)C#N)Cl